ClC=1C(=C(NC=2C3=C(N=CN2)C=CC(=N3)O[C@@H]3CN(CC3)C(C=C)=O)C=CC1F)F 1-[(3S)-3-[4-(3-Chloro-2,4-difluoro-anilino)pyrido[3,2-d]pyrimidin-6-yl]oxypyrrolidin-1-yl]prop-2-en-1-one